BrC(=CC1=C(C=CC=C1)OC)Br 1-(2,2-dibromovinyl)-2-methoxybenzene